NC(CC(=O)O)C(NC(COC(CC)=O)C(C)C)=O 3-amino-3-{[3-methyl-1-(propionyloxy)butan-2-yl]carbamoyl}propanoic acid